COC1=C(C=C(C(=C1)SCCCCC)OC)CC(C)N 1-(2,5-dimethoxy-4-(pentylthio)phenyl)propan-2-amine